NC1C(CN(CC1)C(=O)[O-])O 4-amino-3-hydroxypiperidine-1-carboxylate